(2-(bis(2-chlorophenyl)methylene)-6-methoxy-2,3-dihydrobenzofuran-3-yl)diphenyl-phosphine oxide ClC1=C(C=CC=C1)C(=C1OC2=C(C1P(C1=CC=CC=C1)(C1=CC=CC=C1)=O)C=CC(=C2)OC)C2=C(C=CC=C2)Cl